FC=1C=C(C=C2CCN(CC12)C1CCC2(CSC2)CC1)C(=O)OC methyl 8-fluoro-2-(2-thiaspiro[3.5]nonan-7-yl)-3,4-dihydro-1H-isoquinoline-6-carboxylate